O=C(CN1CCN(CCN(CCN(CC1)CC(=O)O)CC(=O)O)CC(=O)O)C1=CC=CC=C1 2,2',2''-(10-(2-oxo-2-phenylethyl)-1,4,7,10-tetraazacyclododecane-1,4,7-triyl)triacetic acid